5-chloro-3-methyl-1,3-dihydro-2H-imidazo[4,5-b]pyridin-2-one ClC1=CC=C2C(=N1)N(C(N2)=O)C